N-[(1S)-2-[[5-(5-ethyl-3-methyl-1H-pyrazol-4-yl)-6-fluoro-2-pyridyl]amino]-1-(4-methylcyclohexyl)-2-oxo-ethyl]-3-isopropyl-isoxazole-4-carboxamide C(C)C1=C(C(=NN1)C)C=1C=CC(=NC1F)NC([C@H](C1CCC(CC1)C)NC(=O)C=1C(=NOC1)C(C)C)=O